CC=1CNC=2C=C3C(=NC2C1)OCC[C@H]1N(C3=O)C(CN(C1)C(=O)OC(C)(C)C)=O tert-butyl (R)-10-methyl-l-1,14-dioxo-1,2,4,4a,5,6,11,14-octahydro-3H,12H-pyrazino[1',2':5,6][1,5]oxazocino[2,3-b][1,5]naphthyridine-3-carboxylate